N-methyl-2-[4-[6-[2-(6-methyl-2-pyridyl)-4,5,6,7-tetrahydropyrazolo[1,5-a]pyrazin-3-yl]-1,5-naphthyridin-3-yl]pyrazol-1-yl]ethanamine CNCCN1N=CC(=C1)C=1C=NC2=CC=C(N=C2C1)C=1C(=NN2C1CNCC2)C2=NC(=CC=C2)C